N-(4-(2,5-difluorophenyl)-2-(3,3-difluoropyrrolidin-1-yl)pyridin-3-yl)-2-methoxypyrimidine-5-carboxamide FC1=C(C=C(C=C1)F)C1=C(C(=NC=C1)N1CC(CC1)(F)F)NC(=O)C=1C=NC(=NC1)OC